CN1CCNCC1 racemic-methylpiperazine